C(=O)OC1=C(C=CC(=C1)OC(F)(F)F)C=1C=2N(C(=NN1)N[C@H]1CN(C[C@@H](C1)F)CC)C=CC2F 2-(4-{[(3R,5R)-1-ethyl-5-fluoropiperidin-3-yl]amino}-8-fluoropyrrolo[1,2-d][1,2,4]triazin-1-yl)-5-(trifluoromethoxy)phenol formate